4-amino-3-(2-methoxy-4-(pyridin-2-ylcarbamoyl)phenyl-1H-pyrazolo[3,4-d]pyrimidin-1-yl)-2-azabicyclo[2.2.1]heptane-2-carboxylate NC12C(N(C(CC1)C2)C(=O)[O-])N2N=C(C=1C2=NC=NC1)C1=C(C=C(C=C1)C(NC1=NC=CC=C1)=O)OC